[Si](C)(C)(C(C)(C)C)OCCC1=C(C(=O)[O-])C=CC=C1 2-(((tert-butyldimethylsilyl)oxy)ethyl)benzoate